COC(CCN1C(OC2=C1C=C(C=C2)/C=C/C(=O)OC)=O)=O methyl (E)-3-(3-(3-methoxy-3-oxopropyl)-2-oxo-2,3-dihydrobenzo[d]oxazol-5-yl)acrylate